NC(=O)O.[Cu] copper aminocarboxylic acid